ClC=1C2=C(N=CN1)N(C=C2)[C@@H]2O[C@@H]([C@@]1([C@H]2OC(O1)(C)C)C)[C@H](O)C1=CC(=C(C=C1)Cl)C (R)-[(3aR,4R,6R,6aR)-6-(4-chloropyrrolo[2,3-d]pyrimidin-7-yl)-2,2,3a-trimethyl-6,6a-dihydro-4H-furo[3,4-d][1,3]dioxol-4-yl]-(4-chloro-3-methyl-phenyl)methanol